(E)-N-(2-(2-(3-cyano-6-(1-methyl-1H-pyrazol-4-yl)pyrazolo[1,5-a]pyridin-4-yl)vinyl)pyrimidin-5-yl)acrylamide C(#N)C=1C=NN2C1C(=CC(=C2)C=2C=NN(C2)C)/C=C/C2=NC=C(C=N2)NC(C=C)=O